(R)-tert-Butyl 3-(aminooxy)pyrrolidine-1-carboxylate NO[C@H]1CN(CC1)C(=O)OC(C)(C)C